CC(COC1=CC(=NC2=C(N=CC=C12)C1=CC=NN1)N1CCOCC1)(C)O 2-methyl-1-{[2-(morpholin-4-yl)-8-(1H-pyrazol-5-yl)-1,7-naphthyridin-4-yl]oxy}propan-2-ol